ClC=1C(=CC2=C(N(C(O2)=O)C(C(=O)OCC(CO)(CO)N)C)C1)OCC1=NC=CC=C1 2-amino-2-(hydroxymethyl)propane-1,3-diol 3-(5-chloro-2-oxo-6-(pyridin-2-ylmethoxy)benzo[d]oxazol-3(2H)-yl)propanoate